N-[(4-cyclopropanesulfonylpyridin-2-yl)methyl]-2-(6-methoxypyrazin-2-yl)-1,3-thiazole-5-carboxamide C1(CC1)S(=O)(=O)C1=CC(=NC=C1)CNC(=O)C1=CN=C(S1)C1=NC(=CN=C1)OC